ClC=1C(=CC(=NC1)OC)C1=CC(=NN1)C(=O)N1CCC(CC1)C(=O)N=C1C(CC2=CC=CC=C12)O 1-[5-(5-chloro-2-methoxypyridin-4-yl)-1H-pyrazole-3-carbonyl]-N-(2-hydroxy-2,3-dihydro-1H-indene-1-ylidene)piperidine-4-carboxamide